P(=O)(O)(O)OCC(CO)N 2-amino-1,3-propanediol phosphate